(S)-tert-butyl (3-(2-(3-(benzyloxy)-4-oxo-4H-pyran-2-yl)-5-iodo-1H-imidazol-1-yl)-1,1-diphenylpropan-2-yl)carbamate C(C1=CC=CC=C1)OC1=C(OC=CC1=O)C=1N(C(=CN1)I)C[C@H](C(C1=CC=CC=C1)C1=CC=CC=C1)NC(OC(C)(C)C)=O